5-methylbenzene-1,2-diamine CC1=CC=C(C(=C1)N)N